2,4-difluoronitro-benzene FC1=C(C=CC(=C1)F)[N+](=O)[O-]